phenanthrene-3,4-diyl diacetate C(C)(=O)OC=1C=CC=2C=CC3=CC=CC=C3C2C1OC(C)=O